OC=1C(=CC2=C([C@@]3(CCN(C[C@H](C2)C3)C)C)C1)CNCC(=O)O (((1s,6s)-10-hydroxy-1,4-dimethyl-2,3,4,5,6,7-hexahydro-1H-1,6-methanobenzo[e]azonin-9-yl)methyl)glycine